N-(7-fluoro-2-oxo-1,2,3,4-tetrahydroquinolin-6-yl)-2-isobutylbenzamide FC1=C(C=C2CCC(NC2=C1)=O)NC(C1=C(C=CC=C1)CC(C)C)=O